(1S,4r)-4-(2-(1-((S)-2-(1,3,4-oxadiazol-2-yl)-5-oxa-2-azaspiro[3.4]oct-7-yl)piperidin-4-yl)-4-fluorophenyl)cyclohexane-1-ol O1C(=NN=C1)N1CC2(C1)OC[C@H](C2)N2CCC(CC2)C2=C(C=CC(=C2)F)C2CCC(CC2)O